(S)-5-bromo-2-(3-(6-chloroquinolin-2-yloxy)pyrrolidin-1-yl)benzamide BrC=1C=CC(=C(C(=O)N)C1)N1C[C@H](CC1)OC1=NC2=CC=C(C=C2C=C1)Cl